2-methyl-1-propanamine CC(CN)C